CN1C(CCC2=CC(=CC=C12)C=1C=C(C=NC1)CNC(=O)C=1N=NC(=CC1)Cl)=O 6-Chloro-pyridazine-3-carboxylic acid [5-(1-methyl-2-oxo-1,2,3,4-tetrahydro-quinolin-6-yl)-pyridin-3-ylmethyl]-amide